(methyl-(5-phenylpyridin-2-yl)amino)pyrrolidine-1-carbonitrile CN(C1=NC=C(C=C1)C1=CC=CC=C1)C1N(CCC1)C#N